4-(2-adamantylamino)-N'-(4-hydroxy-2-methyl-phenyl)-6-(6-methoxy-3-pyridyl)pyrrolo[1,2-b]pyridazine-3-carboxamidine C12C(C3CC(CC(C1)C3)C2)NC=2C=3N(N=CC2C(=NC2=C(C=C(C=C2)O)C)N)C=C(C3)C=3C=NC(=CC3)OC